CCCCCCCCC(O)O nonaneDiol